C(C1=CC=CC=C1)N([C@H](CCCNC(NS(=O)(=O)C=1C(=C(C2=C(CC(O2)(C)C)C1C)C)C)=N)C(=O)O)C(=O)OCC1C2=CC=CC=C2C=2C=CC=CC12 benzyl-N2-(((9H-fluoren-9-yl)methoxy)carbonyl)-Nω-((2,2,4,6,7-pentamethyl-2,3-Dihydrobenzofuran-5-yl)sulfonyl)-D-arginine